C(C)(C)(C)[Si](OC(CN)C)(C)C 2-[tert-butyl-(dimethyl)silyl]oxypropan-1-amine